COC=1C=C(C(=O)NC(C)(C)C)C=C(C1[Si](C)(C)C)OC 3,5-dimethoxy-4-trimethylsilyl-N-tert-butylbenzamide